Cl.C(C)C(CC)NC=1N(C(N=C(C1)C)OC1=C(C=C(C=C1C)C)C)C N-(1-ethylpropyl)-3,6-dimethyl-2-(2,4,6-trimethylphenoxy)-4-pyrimidineamine hydrochloride